(R)-4-(7-bromo-2,6-dichloro-8-fluoroquinazolin-4-yl)-3-methylpiperazine-1-carboxylate BrC1=C(C=C2C(=NC(=NC2=C1F)Cl)N1[C@@H](CN(CC1)C(=O)[O-])C)Cl